benzo[d]imidazole-5-carboximidamide dihydrochloride Cl.Cl.N1=CNC2=C1C=CC(=C2)C(N)=N